F[P-](F)(F)(F)(F)F.CN(C=C(\C=[NH+]\C)C=1C2=C(N=CN1)NC=C2)C (E)-N-(3-(dimethylamino)-2-(7H-pyrrolo[2,3-d]pyrimidin-4-yl)allylidene)-N-methyl-ammonium hexafluorophosphate